FC1(CC=C(N)C(=C1)C#CC1=CC=C(C=C1)F)F 4,4-difluoro-6-[2-(4-fluorophenyl)ethynyl]aniline